1-(2-Fluoro-4,6-dinitrophenyl)-N,N-dimethylpyrrolidin-3-amine FC1=C(C(=CC(=C1)[N+](=O)[O-])[N+](=O)[O-])N1CC(CC1)N(C)C